ClC=1C=C(C=CC1F)NC(N(C)C(C)C1=CNC(C2=CC=C(C=C12)F)=O)=O 3-(3-Chloro-4-fluorophenyl)-1-(1-(6-fluoro-1-oxo-1,2-dihydroisoquinolin-4-yl)ethyl)-1-methylurea